C(#N)C1=CC=C(C=C1)C1=CC(=CC=2N1N=CN2)S(=O)(=O)NCC2CC2 5-(4-cyanophenyl)-N-(cyclopropylmethyl)-[1,2,4]triazolo[1,5-a]pyridin-7-sulfonamide